[NH4+].P(=O)(O[C@H]1CN(CC1)C(CCCCCCCCC1=CC=C(C=C1)CC)=O)(O)O (3R)-1-[9-(4-Ethylphenyl)nonanoyl]pyrrolidin-3-yl dihydrogen phosphate ammonium salt